Methyl 2-((2-(3-((tert-butoxycarbonyl)(6-methoxy-3-nitropyridin-2-yl)amino)-prop-1-yn-1-yl)-4-fluorophenyl)amino)-4,5-difluorobenzoate C(C)(C)(C)OC(=O)N(CC#CC1=C(C=CC(=C1)F)NC1=C(C(=O)OC)C=C(C(=C1)F)F)C1=NC(=CC=C1[N+](=O)[O-])OC